CCC(CC(CC)=O)=O 6-methyl-3,5-hexanedione